(S)-2-(4-cyclopropyl-6-methoxypyrimidin-5-yl)-4-(1-(4-(1-ethyl-4-(trifluoromethyl)-1H-imidazol-2-yl)phenyl)ethyl)pyrazolo[1,5-a]pyrimidin-5(4H)-one C1(CC1)C1=NC=NC(=C1C1=NN2C(N(C(C=C2)=O)[C@@H](C)C2=CC=C(C=C2)C=2N(C=C(N2)C(F)(F)F)CC)=C1)OC